dimethylol dicyclopentanediacrylate C1(CCCC1)(C=CC(=O)OCO)C=CC(=O)[O-].C1(CCCC1)(C=CC(=O)OCO)C=CC(=O)[O-]